FCCN(C1=CC=2N(C=C1)C1=C(N2)C=CC(=C1)C)C N-(2-fluoroethyl)-N,8-dimethylbenzo[4,5]imidazo[1,2-a]pyridin-3-amine